3-[[5-(difluoromethoxy)-1-methyl-3-(trifluoromethyl)pyrazol-4-yl]methylsulfonyl]-5,5-dimethyl-4H-1,2-oxazole FC(OC1=C(C(=NN1C)C(F)(F)F)CS(=O)(=O)C1=NOC(C1)(C)C)F